C(=O)(O)C([Si](C)(C1=CC=CC=C1)C1=C(C=CC=C1)[Si](C1=CC=CC=C1)(C)C(C(=O)O)C(=O)O)C(=O)O bis(dicarboxyphenyldimethylsilyl)benzene